9-(4-((1-(3,3-Difluoropropyl)azetidin-3-yliden)methyl)phenyl)-8-(7-fluoro-2,3-dihydro-1H-inden-4-yl)-6,7-dihydro-5H-benzo[7]annulen FC(CCN1CC(C1)=CC1=CC=C(C=C1)C1=C(CCCC2=C1C=CC=C2)C2=C1CCCC1=C(C=C2)F)F